6-nitrobenzo[d][1,3]Dioxin-5-Formaldehyde [N+](=O)([O-])C1=C(C2=C(OCOC2)C=C1)C=O